FC1=CC=C(C=C1)C=1N=CN(C1C=1N=C(SC1)C(=O)NC1=NC=C(C=C1)N1CCN(CC1)C)C(C)C 4-(4-(4-fluorophenyl)-1-isopropyl-1H-imidazol-5-yl)-N-(5-(4-methylpiperazin-1-yl)pyridin-2-yl)thiazole-2-carboxamide